FC=1C=C(C=C2C(=NC(=NC12)OC[C@H]1N(CCC1)C)N1CCNCC1)C#N 8-fluoro-2-(((S)-1-methylpyrrolidin-2-yl)methoxy)-4-(piperazin-1-yl)quinazolin-6-carbonitrile